FC(C1=NC=C(C=N1)C1CC(NCC1)=O)(F)F 4-(2-(trifluoromethyl)pyrimidin-5-yl)piperidin-2-one